CN1C=NC(=C1)C=1C=C(C=CC1)C1=CC(=NN1)C1CN(CC1)C#N 3-(5-(3-(1-Methyl-1H-imidazol-4-yl)phenyl)-1H-pyrazol-3-yl)pyrrolidine-1-carbonitrile